N4-(6-chloro-3-(2-(4-methylpiperazin-1-yl)ethoxy)pyridazin-4-yl)pyridine-2,4-diamine ClC1=CC(=C(N=N1)OCCN1CCN(CC1)C)NC1=CC(=NC=C1)N